C(CCC)C1N(S(C2=C(N(C1)C1COC1)C=C(C(=C2)O)SC)(=O)=O)C 3-butyl-8-hydroxy-2-methyl-7-(methylthio)-5-(oxetan-3-yl)-2,3,4,5-tetrahydrobenzo[f][1,2,5]thiadiazepine 1,1-dioxide